(1R,5S)-N-ethyl-7-oxo-1-({[(CIS)-4-phenylcyclohexyl]oxy}methyl)-9-oxa-2,6-diazaspiro[4.5]decane-2-carboxamide C(C)NC(=O)N1[C@H]([C@]2(CC1)NC(COC2)=O)CO[C@@H]2CC[C@@H](CC2)C2=CC=CC=C2